2-(4-trifluoromethylphenylamino)-4-(4-chlorophenyl)thiazole FC(C1=CC=C(C=C1)NC=1SC=C(N1)C1=CC=C(C=C1)Cl)(F)F